FC(C1=CC(=C(C(=O)OC)C=C1F)NC1=C(C=C(C=C1)F)C)F methyl 4-(difluoro-methyl)-5-fluoro-2-((4-fluoro-2-methyl-phenyl)amino)-benzoate